COC1=NC2=C(C=CC(=C2C=N1)N1C[C@H](N([C@H](C1)C)C(=O)OC(C)(C)C)C)C(NC1=CC2=CN(N=C2C(=C1)OCCOC)C)=O tert-butyl (2R,6S)-4-(2-methoxy-8-{[7-(2-methoxyethoxy)-2-methylindazol-5-yl]carbamoyl}quinazolin-5-yl)-2,6-dimethylpiperazine-1-carboxylate